C[Si](OC)(OC)CNC(=O)N N-(methyldimethoxysilylmethyl)-urea